2-(4-methoxyphenyl)-1H-naphthalen COC1=CC=C(C=C1)C1CC2=CC=CC=C2C=C1